CC(C)(C)OC(=O)N1C(CNCC1)C(F)(F)F 2-(trifluoromethyl)-1-piperazinecarboxylic acid 1,1-dimethylethyl ester